5-{3-oxa-6-azabicyclo[3.1.1]heptan-6-yl}-2H-pyrazolo[3,4-b]pyridin C12COCC(N1C1=CC=3C(N=C1)=NNC3)C2